rac-N-((4R,5R)-3-(3-(dimethylamino)-3-oxoprop-1-en-2-yl)-7-ethyl-4-(4-fluorophenyl)-6-oxo-1-phenyl-4,5,6,7-tetrahydro-1H-pyrazolo[3,4-b]pyridine-5-yl)-3-(trifluoromethyl)benzamide CN(C(C(=C)C1=NN(C=2N(C([C@@H]([C@@H](C21)C2=CC=C(C=C2)F)NC(C2=CC(=CC=C2)C(F)(F)F)=O)=O)CC)C2=CC=CC=C2)=O)C |r|